BrC1=C(N(N=C1)C(CNC(=O)OC(C)(C)C)(C)C)C(=O)OC methyl 4-bromo-2-{1-[(tert-butoxycarbonyl)amino]-2-methylpropan-2-yl}pyrazole-3-carboxylate